3-((Dimethylamino)methyl)-4-(methylsulfonyl)benzyl (1-hydroxy-7-methyl-1,3-dihydrobenzo[c][1,2]oxaborole-6-carbonyl)-L-valinate OB1OCC2=C1C(=C(C=C2)C(=O)N[C@@H](C(C)C)C(=O)OCC2=CC(=C(C=C2)S(=O)(=O)C)CN(C)C)C